3-[(1R,5S,6r)-3-azabicyclo[3.1.0]hex-6-yl]-5-methyl[1,2,3]triazolo[1,5-a]pyridine TFA Salt OC(=O)C(F)(F)F.[C@H]12CNC[C@@H]2C1C=1N=NN2C1C=C(C=C2)C